2,2'-[dithiobis(2,1-ethanediyl-nitriloethyl)]bisphenol C(CSSCCN=CCC1=C(C=CC=C1)O)N=CCC1=C(C=CC=C1)O